5-(5-(4,4-difluoropiperidine-1-carbonyl)-1H-pyrrolo[2,3-b]pyridin-1-yl)-N-(isoxazol-5-yl)nicotinamide FC1(CCN(CC1)C(=O)C=1C=C2C(=NC1)N(C=C2)C=2C=NC=C(C(=O)NC1=CC=NO1)C2)F